N-((1s,3s)-3-((5-(1-(2,2-difluoroethyl)-1H-benzo[d][1,2,3]triazol-6-yl)-4-methoxy-7H-pyrrolo[2,3-d]pyrimidin-2-yl)amino)-1-methylcyclobutyl)propionamide FC(CN1N=NC2=C1C=C(C=C2)C2=CNC=1N=C(N=C(C12)OC)NC1CC(C1)(C)NC(CC)=O)F